(2R,5S)-tert-butyl 2-(4-(2-(dimethylamino)ethoxy)phenyl)-5-methylpiperidine-1-carboxylate CN(CCOC1=CC=C(C=C1)[C@@H]1N(C[C@H](CC1)C)C(=O)OC(C)(C)C)C